4-[[3-fluoro-2-methoxy-propyl]-[4-(5,6,7,8-tetrahydro-1,8-naphthyridin-2-yl)butyl]amino]-2-[(3-phenyloxetane-3-carbonyl)amino]butanoic acid FCC(CN(CCC(C(=O)O)NC(=O)C1(COC1)C1=CC=CC=C1)CCCCC1=NC=2NCCCC2C=C1)OC